FC(C1=CC2=C(SC(=C2)C(N[C@H]2CC[C@@H](C[C@@H]3N(C2=O)[C@@H](CC3)C(=O)N3CC(C3)C=3C=NC=CC3OC)C(C)C)=O)C=C1)P(O)(O)=O (fluoro(2-(((3S,6S,9S,10aR)-9-isopropyl-3-(3-(4-methoxypyridin-3-yl)azetidine-1-carbonyl)-5-oxodecahydropyrrolo[1,2-a]azocin-6-yl)carbamoyl)benzo[b]thiophen-5-yl)methyl)phosphonic acid